C(C)C1=NN=C(O1)C=1C(=NC(=NC1)NC=1C=C2CCN(C(C2=CC1)=O)C)N[C@H](CO)C1=CC=CC=C1 6-[[5-(5-ethyl-1,3,4-oxadiazol-2-yl)-4-[[(1S)-2-hydroxy-1-phenyl-ethyl]amino]pyrimidin-2-yl]amino]-2-methyl-3,4-dihydroisoquinolin-1-one